C(CCCCCCCCCCCCC)C(C(=O)OC(CCCCCCCCC)CCCCCC)(C)NC hexyl-decanol myristyl-methylaminopropionate